[3-(dimethylamino) propyl]-4-{3-[(2-dodecyl-1-oxotetradecyl) oxy] propyl}-11-methyl-6-oxo-7,11-diaza-5-oxadodec-1-yl 2-dodecyltetradecanoate C(CCCCCCCCCCC)C(C(=O)OCCCC(OC(NCCCN(CCCCN(C)C)C)=O)CCCOC(C(CCCCCCCCCCCC)CCCCCCCCCCCC)=O)CCCCCCCCCCCC